Tert-butyl (2s,4r)-2-[5-[(4-bromophenyl) methyl]-1H-imidazol-2-yl]-4-hydroxypyrrolidine-1-carboxylate BrC1=CC=C(C=C1)CC1=CN=C(N1)[C@H]1N(C[C@@H](C1)O)C(=O)OC(C)(C)C